ClC1=NC(=NC(=C1F)C)C(C)(F)F 4-chloro-2-(1,1-difluoroethyl)-5-fluoro-6-methylpyrimidin